BrC1=C(C(=O)O)C=C(C=C1)SC=1N=NC=CC1C#N 2-bromo-5-[(4-cyanopyridazin-3-yl)sulfanyl]benzoic acid